(S)-3-(1-aminoethyl)-6-chloro-7-isopropoxyquinolin-2(1H)-one hydrochloride salt Cl.N[C@@H](C)C=1C(NC2=CC(=C(C=C2C1)Cl)OC(C)C)=O